N,N'-di-tert-butyl-4,7,10-trioxo-1,13-tridecanediamine C(C)(C)(C)NCCCC(CCC(CCC(CCCNC(C)(C)C)=O)=O)=O